3-cyclopropyl-1-(tetrahydro-2H-pyran-4-yl)-1H-pyrazol-5-amine C1(CC1)C1=NN(C(=C1)N)C1CCOCC1